methyl 2-[4-(methylsulfonyloxymethyl)-1-piperidyl]pyrimidine-5-carboxylate CS(=O)(=O)OCC1CCN(CC1)C1=NC=C(C=N1)C(=O)OC